ClCS(=O)(=O)NC1=C(C=C(C(=C1)N1C(N2[C@@H](C1=O)C[C@@H](C2)F)=O)F)Cl 1-chloro-N-[2-chloro-4-fluoro-5-[(6S,7aR)-6-fluorotetrahydro-1,3-dioxo-1H-pyrrolo[1,2-c]imidazol-2(3H)-yl]phenyl]methanesulfonamide